2-(4-(diphenylamino)phenyl)-anthraquinone C1(=CC=CC=C1)N(C1=CC=C(C=C1)C1=CC=2C(C3=CC=CC=C3C(C2C=C1)=O)=O)C1=CC=CC=C1